ClC=1C=C(C=CC1F)NC(=O)[C@H]1NC[C@H](C1)O (2S,4S)-N-(3-chloro-4-fluorophenyl)-4-hydroxypyrrolidine-2-carboxamide